COC1=CC=C(OC2C[C@@H]3[C@@H](CN(C3)C(=O)OCC3=CC=CC=C3)C2)C=C1 (3aR,5r,6aS)-benzyl 5-(4-methoxyphenoxy)hexahydrocyclopenta[c]pyrrole-2(1H)-carboxylate